methyl-(Z)-3-(((1-(2-((1R,4R)-2-oxa-5-azabicyclo[2.2.1]heptane-5-yl) ethyl) indolin-5-yl) amino) methylene)-4-cyclopropyl-2-oxoindoline-6-carboxylate COC(=O)C1=CC(=C2/C(/C(NC2=C1)=O)=C/NC=1C=C2CCN(C2=CC1)CCN1[C@H]2CO[C@@H](C1)C2)C2CC2